C1(CC1)C1=NC=C(C=C1NC(C1=NC(=CC=C1)C=1C=NN(C1)CC(F)(F)F)=O)N1C(CCCC1)=O N-(2-cyclopropyl-5-(2-oxopiperidin-1-yl)pyridin-3-yl)-6-(1-(2,2,2-trifluoroethyl)-1H-pyrazol-4-yl)picolinamide